2-benzyl 1-(tert-butyl) (2R,4S)-4-(2-(5-chlorothiophen-2-yl)benzyl)pyrrolidine-1,2-dicarboxylate ClC1=CC=C(S1)C1=C(C[C@H]2C[C@@H](N(C2)C(=O)OC(C)(C)C)C(=O)OCC2=CC=CC=C2)C=CC=C1